racemic-tertiary leucine N[C@@H](C(C)(C)C)C(=O)O |r|